C12N(CC(CC1)CC2)CCNC(=O)C=2C=C(C(=NC2)C)NC(=O)C2=NN=C1N2C=CC(=C1)C=1C=NN(C1)C N-(5-((2-(2-azabicyclo[2.2.2]octan-2-yl)ethyl)carbamoyl)-2-methylpyridin-3-yl)-7-(1-methyl-1H-pyrazol-4-yl)-[1,2,4]triazolo[4,3-a]pyridine-3-carboxamide